2-n-butyl-1,1,3,3-tetramethylguanidine C(CCC)N=C(N(C)C)N(C)C